N=1C=C(N2N=CC=CC21)C#CC2=CC(=CC=1C(=NOC12)NC1=CC(=CC=C1)C(F)(F)F)C 7-(imidazo[1,2-b]pyridazin-3-ylethynyl)-5-methyl-N-(3-(trifluoromethyl)phenyl)benzo[d]isoxazol-3-amine